5-[3-[1-[4-[(3R,5R)-5-[(5-bromo-1-methyl-6-oxo-pyridazin-4-yl)amino]-1-methyl-3-piperidyl]benzoyl]-4-piperidyl]prop-2-ynoxy]-2-(2,6-dioxo-3-piperidyl)isoindoline-1,3-dione BrC1=C(C=NN(C1=O)C)N[C@@H]1C[C@@H](CN(C1)C)C1=CC=C(C(=O)N2CCC(CC2)C#CCOC=2C=C3C(N(C(C3=CC2)=O)C2C(NC(CC2)=O)=O)=O)C=C1